3-methyl-oxazolo[4,5-b]pyridin-2(3H)-one CN1C(OC=2C1=NC=CC2)=O